(2R,6S)-2-cyclopropyl-6-(1-cyclopropylpyrazol-4-yl)-4-[4-(2,4-difluorophenyl)-6,7-dimethyl-pteridin-2-yl]morpholine C1(CC1)[C@@H]1CN(C[C@@H](O1)C=1C=NN(C1)C1CC1)C1=NC2=NC(=C(N=C2C(=N1)C1=C(C=C(C=C1)F)F)C)C